[C@@H]12[C@@H](CCCC1)C(=O)OC2=O cis-cyclohexane-1,2-dicarboxylic anhydride